(R)-2-(4,5-dimethyl-6-(piperidin-3-ylamino)pyridazin-3-yl)-5-(trifluoromethyl)phenol hydrochloride Cl.CC1=C(N=NC(=C1C)N[C@H]1CNCCC1)C1=C(C=C(C=C1)C(F)(F)F)O